4-(2-(5-((1R,4R,7R)-7-amino-2-azabicyclo[2.2.1]heptane-2-carbonyl)-7-methoxy-1-methyl-1H-benzo[d]imidazol-2-yl)-1-(cyclopropylmethyl)-1H-indol-7-yl)-N-cyclopropylpiperidine N[C@H]1[C@@H]2N(C[C@H]1CC2)C(=O)C2=CC1=C(N(C(=N1)C=1N(C3=C(C=CC=C3C1)C1CCN(CC1)C1CC1)CC1CC1)C)C(=C2)OC